4,5-Difluoro-2-((pyrazolo[1,5-a]pyrimidine-3-carboxamido)methyl)benzofuran-7-carboxylic acid FC1=C(C=C(C2=C1C=C(O2)CNC(=O)C=2C=NN1C2N=CC=C1)C(=O)O)F